C(C)(C)(C)NCCCC 4-(tert-Butyl)aminobutan